C(C)(=O)O[C@@H]1CNC(C=2N(C1)C=C(C2)Br)=O (R)-8-bromo-1-oxo-2,3,4,5-tetrahydro-1H-pyrrolo[1,2-a][1,4]diazepin-4-yl acetate